N-[(2S,3R,4S)-2-[(3'-chloro-2-fluoro[1,1'-biphenyl]-3-yl)methyl]-4-fluoro-1-(oxetane-2-carbonyl)pyrrolidin-3-yl]-ethanesulfonamide ClC=1C=C(C=CC1)C1=C(C(=CC=C1)C[C@@H]1N(C[C@@H]([C@@H]1NS(=O)(=O)CC)F)C(=O)C1OCC1)F